14-oxotetradecanoate O=CCCCCCCCCCCCCC(=O)[O-]